C(C1=CC=CC=C1)NC(N(C1=CC=C(C=C1)C=1C=NN(C1)C)[C@@H]1CC[C@H](CC1)NC1=NC=C(C(=N1)N1CCOCC1)Cl)=O 3-benzyl-1-(trans-4-((5-chloro-4-(morpholin-4-yl)pyrimidin-2-yl)amino)cyclohexyl)-1-(4-(1-methyl-1H-pyrazol-4-yl)phenyl)urea